FC1=NC(=CC=C1CO)C(F)(F)F (2-fluoro-6-(trifluoromethyl)pyridine-3-yl)methanol